Calcium trimethylolpropane methyl-2-(methylthio)-7-(oxetan-3-yl)-7H-pyrrolo[2,3-d]pyrimidine-6-carboxylate COC(=O)C1=CC2=C(N=C(N=C2)SC)N1C1COC1.C(O)C(CC)(CO)CO.[Ca]